2'-chloro-N-(5-(3-chloro-6-(difluoromethyl)picolinoyl)-5,6-dihydro-4H-pyrrolo[3,4-d]thiazol-2-yl)-5'-(difluoro-methoxy)-6-methyl-[4,4'-bipyridine]-3-carboxamide ClC1=NC=C(C(=C1)C1=C(C=NC(=C1)C)C(=O)NC=1SC2=C(N1)CN(C2)C(C2=NC(=CC=C2Cl)C(F)F)=O)OC(F)F